FC1=C(C(=C(C(=C1[B-](C1=C(C(=C(C(=C1F)F)F)F)F)(C1=C(C(=C(C(=C1F)F)F)F)F)C1=C(C(=C(C(=C1F)F)F)F)F)F)F)F)F.OC1=CC=C(C=C1)[S+](CC1=CC=CC2=CC=CC=C12)C 4-hydroxyphenyl-methyl-1-naphthylmethyl-sulfonium tetrakis(pentafluorophenyl)borate